CC(C)S(=O)(=O)CC1=CC=C(C=C1)NC1=NC=2C=CC=C(C2C=N1)N N~2~-(4-{[(propan-2-yl)sulfonyl]methyl}phenyl)quinazoline-2,5-diamine